O=C1C=2C(N=C(N1)C1=CC=NC=C1)=C(SC2)C(=O)NCCC2=CC=CC=C2 4-oxo-N-phenethyl-2-(pyridin-4-yl)-3,4-dihydrothieno[3,4-d]pyrimidine-7-carboxamide